(S)-6-fluoro-chroman-2-carboxylic acid FC=1C=C2CC[C@H](OC2=CC1)C(=O)O